2-(diisopropylamino)ethylamine C(C)(C)N(CCN)C(C)C